benzyl {[4-(2-aminoethyl)-1-{[2-(trimethylsilyl)ethoxy]methyl}-1H-benzimidazol-2-yl]methyl}carbamate NCCC1=CC=CC=2N(C(=NC21)CNC(OCC2=CC=CC=C2)=O)COCC[Si](C)(C)C